ClC1(NN2C(N=C(C=C2)N2[C@H](CCC2)C2=C(C=CC(=C2)F)F)=C1NC(=O)N[C@H]1[C@@H](C1)O)F 1-(2-chloro-5-((2R,4S)-2-(2,5-difluorophenyl)pyrrolidin-1-yl)-2-fluoropyrazolo[1,5-a]pyrimidin-3-yl)-3-((1R,2R)-2-hydroxycyclopropyl)urea